FC1=C(C(=CC(=C1)CNC1CCOCC1)O)N1CC(NS1(=O)=O)=O 5-[2-fluoro-6-hydroxy-4-[(tetrahydropyran-4-ylamino)methyl]phenyl]-1,1-dioxo-1,2,5-thiadiazolidin-3-one